Hepten oxid C1C(CCCCC)O1